COC(=O)C=1C=NN(C1)CCCCCCCCCCCOCC1=CC=CC=C1 1-(11-(benzyloxy)undecyl)-1H-pyrazole-4-carboxylic acid methyl ester